C1(CCCCC1)OC=1C=C(C2=C(N=C(N=C2)NC2=CC=C(C=C2)N2CCN(CC2)C)N1)C#C 7-(cyclohexyloxy)-5-ethynyl-N-(4-(4-methylpiperazin-1-yl)phenyl)pyrido[2,3-d]pyrimidin-2-amine